5,5a,6,7,8,9,9a,10-octahydro-2H-pyrido[3,4-f]pyrrolo[3,4-b][1,4,5]oxathiazocine-1-carboxamide C=1(NC=C2C1OCC1C(NS2)CNCC1)C(=O)N